N1(N=CN=C1)C[C@H]1CN(C(O1)=O)C1=CC(=C(C=C1)N1CCC2(CS(C2)(=O)=O)CC1)F (R)-5-((1H-1,2,4-triazol-1-yl)methyl)-3-(4-(2,2-dioxido-2-thia-7-azaspiro[3.5]nonan-7-yl)-3-fluorophenyl)oxazolidin-2-one